ClC1=C(C=C(C=C1)Cl)CN1C(CCC2=CC(=CC=C12)[N+](=O)[O-])=O 1-[(2,5-dichlorophenyl)methyl]-6-nitro-3,4-dihydroquinolin-2-one